2-CHLORO-6-FLUOROISONICOTINALDEHYDE ClC=1C=C(C=O)C=C(N1)F